7-((R)-2,2-difluorocyclopropane-1-carboxamido)-3-(6-(1-hydroxypropyl)-4-methylpyridin-3-yl)-N,N-dimethyl-1,6-naphthyridine-2-carboxamide FC1([C@H](C1)C(=O)NC1=NC=C2C=C(C(=NC2=C1)C(=O)N(C)C)C=1C=NC(=CC1C)C(CC)O)F